6-(2-Ethynyl-1H-benzo[d]imidazol-5-yl)-5-(3-fluoro-4-((4-methylpyrimidin-2-yl)oxy)phenyl)-7-methyl-7H-pyrrolo[2,3-d]pyrimidin-4-amine C(#C)C1=NC2=C(N1)C=CC(=C2)C2=C(C1=C(N=CN=C1N)N2C)C2=CC(=C(C=C2)OC2=NC=CC(=N2)C)F